3-methyl-pyrazole-4-carbonitrile CC1=NNC=C1C#N